F[C@H]1C[C@@H](CN(C1)C(=O)OCC1=CC=CC=C1)C(=O)OC Trans-1-benzyl 3-methyl 5-fluoropiperidine-1,3-dicarboxylate